1-(3'-butoxy-3-chloro-[1,1'-biphenyl]-4-yl)ethan-1-one C(CCC)OC=1C=C(C=CC1)C1=CC(=C(C=C1)C(C)=O)Cl